ClCC1=CC=2N=C(N=C(C2S1)N1CCOCC1)N1N=C(C=C1)C=1C=C(C=CC1)C 4-(6-(chloromethyl)-2-(3-(m-tolyl)-1H-pyrazol-1-yl)thieno[3,2-d]pyrimidin-4-yl)morpholine